C1(CCC1)C1CC2(C1)NC(N(C2=O)C=2C=NC=CC2C)=O 2-cyclobutyl-7-(4-methylpyridin-3-yl)-5,7-diazaspiro[3.4]octane-6,8-dione